(S)-N-(3-(6-chloro-1,2,3,4-tetrahydroisoquinoline-2-sulfonylamino)-2-methylpropyl)benzo[d]isoxazole-5-sulfonamide ClC=1C=C2CCN(CC2=CC1)S(=O)(=O)NC[C@H](CNS(=O)(=O)C=1C=CC2=C(C=NO2)C1)C